(S)-6-(2-(hydroxymethyl)pyrrolidin-1-yl)hexanoic acid methyl ester COC(CCCCCN1[C@@H](CCC1)CO)=O